NCC(=O)NC1=C(C2=C(S1)CCCCC2)C(C2=C(C=CC=C2F)F)=O 2-amino-N-(3-(2,6-difluorobenzoyl)-5,6,7,8-tetrahydro-4H-cyclohepta[b]thiophen-2-yl)acetamide